2-methyl 5-(2-bromo-6-chloropyridin-4-yl)-4-(methylsulfonyl)piperazine-1,2-dicarboxylate BrC1=NC(=CC(=C1)C1N(CC(N(C1)C(=O)[O-])C(=O)OC)S(=O)(=O)C)Cl